2-(2-naphthylmethyl)-1H-benzimidazole C1=C(C=CC2=CC=CC=C12)CC1=NC2=C(N1)C=CC=C2